rac-(3aR,6aR)-1-(3-methoxy-4-(1-methyl-1H-pyrazol-4-yl)benzoyl)hexahydropyrrolo[3,4-b]pyrrole-5(1H)-carbonitrile COC=1C=C(C(=O)N2[C@@H]3[C@H](CC2)CN(C3)C#N)C=CC1C=1C=NN(C1)C |r|